N1=C(C(CC2=C1CCCCCCCCC2)=O)C2=CC=NC=1CCCCCCCCCC12 (2,4)-bipyridocycloundecan-3-one